OC1(C[C@H](N(C1)C(=O)OC(C)(C)C)C(=O)OC)C(=O)OC 1-t-butyl 2,4-dimethyl (2S)-4-hydroxypyrrolidine-1,2,4-tricarboxylate